BrC1=CN=C(S1)C1CN(C1)C(=O)C1=CC=C(S1)NC(=O)[C@H]1N(CCC1)C(=O)OC(C)(C)C tert-butyl (S)-2-((5-(3-(5-bromothiazol-2-yl)azetidine-1-carbonyl)thiophen-2-yl)carbamoyl)pyrrolidine-1-carboxylate